C(=O)(O)CC1=CC(=C(C(=O)NC2=CC(=NC=C2)C(=O)O)C=C1O)O 4-(4-(carboxymethyl)-2,5-dihydroxybenzoylamino)picolinic acid